(±)-(2s,3r)-3-((3-(tert-butoxy)-3-oxopropoxy)methyl)-1-(7,8-dichloro-4-(1H-imidazol-1-yl)quinolin-2-yl)pyrrolidine-2-carboxylic acid methyl ester COC(=O)[C@H]1N(CC[C@H]1COCCC(=O)OC(C)(C)C)C1=NC2=C(C(=CC=C2C(=C1)N1C=NC=C1)Cl)Cl |r|